(3S,4R)-4-((5-chloro-4-((R)-7-fluoro-3-isopropyl-3-methyl-2,3-dihydrobenzofuran-5-yl)pyrimidin-2-yl)amino)tetrahydro-2H-pyran-3-ol ClC=1C(=NC(=NC1)N[C@H]1[C@@H](COCC1)O)C=1C=C(C2=C([C@@](CO2)(C)C(C)C)C1)F